rac-(1S*,2S*)-2-(3-chlorophenyl)-N-(6-(((6-cyclopropyl-8-(2-methyl-3-oxomorpholino)imidazo[1,2-a]pyridin-2-yl)methyl)amino)pyrimidin-4-yl)cyclopropane-1-carboxamide ClC=1C=C(C=CC1)[C@@H]1[C@H](C1)C(=O)NC1=NC=NC(=C1)NCC=1N=C2N(C=C(C=C2N2C(C(OCC2)C)=O)C2CC2)C1 |r|